SC1OC2=C(C=C1)C=CC=C2 mercaptobenzopyran